C(CCC)C1=CC=C(C(=O)OC(CC(OC(C2=CC=C(C=C2)CCCC)=O)C(C)C)C(C)C)C=C1 1,3-diisopropyl-1,3-propanediol bis(4-n-butylbenzoate)